tert-butyl {(1S,3R)-3-[(1S)-1-{[(S)-2-methylpropane-2-sulfinyl]amino}ethyl]cyclohexyl}carbamate CC(C)(C)[S@](=O)N[C@@H](C)[C@H]1C[C@H](CCC1)NC(OC(C)(C)C)=O